methyl 2-[4-iodo-5-[[isopropyl-[(2S)-2-[2-methyl-4-[1-tetrahydropyran-2-yl-3-(2-triisopropylsilylethynyl)indazol-5-yl]pyrazol-3-yl]oxypropyl]amino]methyl]-3-methyl-pyrazol-1-yl]acetate IC=1C(=NN(C1CN(C[C@H](C)OC=1N(N=CC1C=1C=C2C(=NN(C2=CC1)C1OCCCC1)C#C[Si](C(C)C)(C(C)C)C(C)C)C)C(C)C)CC(=O)OC)C